N[C@@H]([C@H](O)C)C(=O)[N-]C(=O)O threoninylcarboxyamide